Cl.N1[C@@H](CCC1)CC(=O)O L-β-Homoproline hydrochloride